NC1=C2N=C(N(C2=NC(=N1)F)CC=1C=CC(=C(C1)CO)Br)Br (5-((6-amino-8-bromo-2-fluoro-9H-purin-9-yl)methyl)-2-bromophenyl)methanol